2-chloro-5-(trifluoromethylsulfonyl)pyridine ClC1=NC=C(C=C1)S(=O)(=O)C(F)(F)F